methyl 2-((3R,4S)-1-(1-(4-chloro-3-fluorophenyl)-3,3-dimethyl-2,3-dihydro-1H-pyrrolo[3,2-b]pyridine-5-carbonyl)-3-methoxypiperidin-4-yl)acetate ClC1=C(C=C(C=C1)N1CC(C2=NC(=CC=C21)C(=O)N2C[C@@H]([C@@H](CC2)CC(=O)OC)OC)(C)C)F